N-(6,6-difluorospiro[3.3]heptan-2-yl)-5-(4-methoxyquinazolin-6-yl)pyrrolo[2,1-f][1,2,4]triazin-2-amine FC1(CC2(CC(C2)NC2=NN3C(C=N2)=C(C=C3)C=3C=C2C(=NC=NC2=CC3)OC)C1)F